NC1=NC=C(C=C1C=1C=C2CCNC(C2=CC1)=O)C1=CC(=C(C(=C1)F)N1C[C@@H](OCC1)C(C)C)F (S)-6-(2-amino-5-(3,5-difluoro-4-(2-isopropylmorpholino)phenyl)pyridin-3-yl)-3,4-dihydroisoquinolin-1(2H)-one